3-(5-chloro-7-{[(furan-2-yl)methyl]amino}-3-methylthieno[3,2-b]pyridin-2-yl)-N-pyridin-4-yl-D-alaninamide hydrochloride Cl.ClC1=CC(=C2C(=N1)C(=C(S2)C[C@@H](N)C(=O)NC2=CC=NC=C2)C)NCC=2OC=CC2